CN1N=NC(=C1NC(O[C@H](C)C=1C(=NC=C(C1)F)Cl)=O)C=1C=CC2=C(OC(C(N2)=O)C)N1 (R)-1-(2-chloro-5-fluoropyridin-3-yl)ethyl (1-methyl-4-(3-methyl-2-oxo-2,3-dihydro-1H-pyrido[2,3-b][1,4]oxazin-6-yl)-1H-1,2,3-triazol-5-yl)carbamate